NC1=C2N=CN(C2=NC(=N1)Cl)[C@H]1[C@@H]([C@@H]([C@H](O1)COC(C(=O)O)(CC1=CC=CC=C1)C=1N=CSC1)O)O 2-(((2R,3S,4R,5R)-5-(6-amino-2-chloro-9H-purin-9-yl)-3,4-dihydroxytetrahydrofuran-2-yl)methoxy)-3-phenyl-2-(thiazol-4-yl)propanoic acid